FC(C(=O)O)(F)F.C(N1C=2C=3C=CN=C(CCCCC(C(NC2C=N1)=O)C)C3)([2H])([2H])[2H] 3-(2H3)Methyl-9-methyl-3,4,7,15-tetraazatricyclo[12.3.1.02,6]Octadeca-1(18),2(6),4,14,16-pentaen-8-one trifluoroacetate salt